C(C)(C)(C)OC(NC=1NC(C=2SC=C3OCCCC1C32)=O)=O tert-butyl-N-(5-oxo-12-oxa-3-thia-6-azatricyclo[6.4.1.04,13]trideca-1,4(13),7-trien-7-yl)carbamate